5-chloro-N-(2,3-difluorobenzyl)-2-methoxynicotinamide ClC=1C=NC(=C(C(=O)NCC2=C(C(=CC=C2)F)F)C1)OC